6-hydroxy-5'-methyl-4-pentyl-1',2',3',4'-tetrahydro-[1,1'-biphenyl]-2-yl methyl (1-(dimethoxyphosphoryl)-1-hydroxyethyl)phosphonate COP(=O)(OC)C(C)(O)P(OC1=C(C(=CC(=C1)CCCCC)O)C1CCCC(=C1)C)(OC)=O